2-(4-((tert-butyldimethylsilyl)oxy)cyclohexyl)acetonitrile [Si](C)(C)(C(C)(C)C)OC1CCC(CC1)CC#N